6-Bromo-N,1-dimethyl-1,2-dihydro-3H-benzo[e]indole-3-carboximidamide 2,2,2-trifluoroacetic acid salt tert-Butyl-6-bromo-1-methyl-1,2-dihydro-3H-benzo[e]indole-3-carboxylate C(C)(C)(C)OC(=O)N1CC(C=2C3=C(C=CC12)C(=CC=C3)Br)C.FC(C(=O)O)(F)F.BrC3=CC=CC=1C=2C(CN(C2C=CC13)C(NC)=N)C